[Bi].[Sb].[Pb] lead-antimony bismuth